CC1(C(C(=CC2(CN(C2)CC=2C=NC=CC2)C1)C#N)=O)C 8,8-dimethyl-7-oxo-2-(pyridin-3-ylmethyl)-2-azaspiro[3.5]non-5-ene-6-carbonitrile